ClC1=NS(C2=C(N1)C(=C(C=C2)F)C2=C(C=CC=C2)Cl)(=O)=O C3-chloro-5-(2-chlorophenyl)-6-fluoro-4H-benzo[e][1,2,4]thiadiazine 1,1-dioxide